trans-N-((1-methylpiperidin-4-yl)methyl)-2-(1-(phenylsulfonyl)indolin-5-yl)cyclopropylamine CN1CCC(CC1)CN[C@H]1[C@@H](C1)C=1C=C2CCN(C2=CC1)S(=O)(=O)C1=CC=CC=C1